C1(=CC=C(C=CC=C1)C(=O)OC)C(=O)OC dimethyl cyclooctatetraene-1,4-dicarboxylate